FC=1C=C2CC(CC2=CC1F)NC1=NC=CC=N1 2-((5,6-difluoro-2,3-dihydro-1H-inden-2-yl)amino)pyrimidine